C1(=CC=CC=C1)C1=C(C(NC2=CC=CC=C12)=O)C(\C=C(/C)\C1=NC=CC=C1)=O 4-phenyl-3-[(2E)-3-(pyridin-2-yl)but-2-enoyl]-1,2-dihydroquinolin-2-one